tert-butyl (2R)-2-[({4-[3-(1-benzofuran-7-ylamino)-4-oxo-1H,5H,6H,7H-pyrrolo[3,2-c]pyridin-2-yl]pyridin-3-yl}oxy)methyl]azetidine-1-carboxylate O1C=CC2=C1C(=CC=C2)NC2=C(NC1=C2C(NCC1)=O)C1=C(C=NC=C1)OC[C@@H]1N(CC1)C(=O)OC(C)(C)C